(S)-1-((4'-((4-((4-(4-aminopyrimidin-2-yl)-1,3-dimethyl-1H-pyrazol-5-yl)oxy)butan-2-yl)amino)-6'-chloro-3-fluoro-[2,3'-bipyridin]-5-yl)methyl)-4-methylpiperidin-4-ol NC1=NC(=NC=C1)C=1C(=NN(C1OCC[C@H](C)NC1=C(C=NC(=C1)Cl)C1=NC=C(C=C1F)CN1CCC(CC1)(O)C)C)C